1,3-propanediol mono-3-hydroxypropionate OC(C(=O)OCCCO)C